The molecule is an organosulfonate oxoanion that results from the deprotonation of the carboxylic and sulfonic acid functions of (R)-3-sulfolactic acid. It is a monocarboxylic acid anion and an organosulfonate oxoanion. It is a conjugate base of a (R)-3-sulfolactic acid. C([C@@H](C(=O)[O-])O)S(=O)(=O)[O-]